FC(C1=NN=C(O1)C1=CC=2N(C=C1)C=C(N2)CN(C(=O)C2CCN(CC2)C2=NC=CC=N2)C2=CC=CC=C2)F N-((7-(5-(difluoromethyl)-1,3,4-oxadiazol-2-yl)imidazo[1,2-a]pyridin-2-yl)methyl)-N-phenyl-1-(pyrimidin-2-yl)piperidine-4-carboxamide